N1-(2-ethoxy-5-(trifluoromethoxy)benzyl)cyclohexane-1,4-diamine hydrochloride Cl.C(C)OC1=C(CNC2CCC(CC2)N)C=C(C=C1)OC(F)(F)F